OC1=CC=C(C(/C=C/C2=C(C=CC=C2)OC)=O)C=C1 4'-hydroxy-methyloxychalcone